O1CC[C@H](C2=CC=CC=C12)NC(=O)C=1C=C(C=CC1)CN1C(N[C@](CC1=O)(C1=CC=CC=C1)CC1CC1)=[NH2+] [(4R)-1-[[3-[[(4R)-chroman-4-yl]carbamoyl]phenyl]methyl]-4-(cyclopropylmethyl)-6-oxo-4-phenyl-hexahydropyrimidin-2-ylidene]ammonium